C(C=C)N1N=C(N=C1C1=C(C=CC(=C1)OC=1C(=C2C=CN(C2=CC1F)COCC[Si](C)(C)C)F)OS(=O)(=O)C(F)(F)F)C(C)C=1C(=C(C=CC1)CCC(=O)OCC)F ethyl 3-[3-[1-[1-allyl-5-[5-[4,6-difluoro-1-(2-trimethylsilylethoxymethyl)indol-5-yl]oxy-2-(trifluoromethylsulfonyloxy)phenyl]-1,2,4-triazol-3-yl]ethyl]-2-fluoro-phenyl]propanoate